piperidine-4-carboxamide 2,2,2-trifluoro-acetate FC(C(=O)O)(F)F.N1CCC(CC1)C(=O)N